NC1=C(C(=NN1[C@H]1CN(CC1)CC#CC)C1=CC=C(C=C1)OC1CCCCC1)C(=O)N (R)-5-amino-1-(1-(2-butynyl)pyrrolidin-3-yl)-3-(4-(cyclohexyloxy)phenyl)-1H-pyrazole-4-carboxamide